BrCC(=O)C1=C(C=CC=C1)OC(F)(F)F 2-Bromo-1-(2-(trifluoromethoxy)phenyl)ethan-1-one